2-(6-{5-chloro-2-[(oxacyclohex-4-yl)amino]pyrimidin-4-yl}-1-oxo-2,3-dihydro-1H-isoindol-2-yl)-N-[1-(1,5-dimethyl-1H-pyrazol-4-yl)ethyl]acetamide ClC=1C(=NC(=NC1)NC1CCOCC1)C1=CC=C2CN(C(C2=C1)=O)CC(=O)NC(C)C=1C=NN(C1C)C